(1R,9S)-9-ethyl-5-fluoro-9-hydroxy-1-(2-(hydroxymethyl)azetidin-1-yl)-4-methyl-1,2,3,9,12,15-hexahydro-10H,13H-benzo[de]pyrano[3',4':6,7]indolizino[1,2-b]quinoline-10,13-dione C(C)[C@]1(C(OCC=2C(N3CC=4C(=NC=5C=C(C(=C6C5C4[C@@H](CC6)N6C(CC6)CO)C)F)C3=CC21)=O)=O)O